O=C1NOCCC1 3-oxo-[1,2]oxazinane